[1-[rac-(2R)-2-[[4-(2,6-dimethylphenyl)-7-quinolyl]oxy]propanoyl]-3-piperidyl]methanesulfonamide CC1=C(C(=CC=C1)C)C1=CC=NC2=CC(=CC=C12)O[C@@H](C(=O)N1CC(CCC1)CS(=O)(=O)N)C |r|